C(C1=CC=CC=C1)N1C2=NC=NC(=C2N=C1C1=C(C=C(OCCN2C([C@H](NCC2)C)=O)C=C1)Cl)OC1(CC1)C (R)-1-(2-(4-(9-benzyl-6-(1-methylcyclopropoxy)-9H-purin-8-yl)-3-chlorophenoxy)ethyl)-3-methylpiperazin-2-one